BrC=1SC(=CC1C(=O)Cl)Br 2,5-dibromo-3-thiopheneformyl chloride